FC1CCN(CC1)CC=1C=C(C(N(C1)CC(F)(F)F)=O)C(=O)NC1=CC(=CC=C1)C(CC1=NN=CN1C)(C)C 5-((4-Fluoropiperidin-1-yl)methyl)-N-(3-(2-methyl-1-(4-methyl-4H-1,2,4-triazol-3-yl)propan-2-yl)phenyl)-2-oxo-1-(2,2,2-trifluoroethyl)-1,2-dihydropyridine-3-carboxamide